COC1=CC=C2C(=CC=NC2=C1)OCC1=CC(=CC=C1)SC 7-methoxy-4-((3-(methylthio)benzyl)oxy)quinoline